6-(5-amino-6-chloro-4-fluoropyridin-2-yl)-N2,N4-diisopropyl-1,3,5-triazine-2,4-diamine NC=1C(=CC(=NC1Cl)C1=NC(=NC(=N1)NC(C)C)NC(C)C)F